4,4'-((1,2-diphenylethane-1,2-diyl)bis(oxy))bis(2-(trifluoromethyl)aniline) C1(=CC=CC=C1)C(C(C1=CC=CC=C1)OC1=CC(=C(N)C=C1)C(F)(F)F)OC1=CC(=C(N)C=C1)C(F)(F)F